N[C@H]1C2N(CC1CC2)C(=O)C2=CC1=C(N(C(=N1)C1=CC=3C(=NC(=CC3)C3=C(C(=C(C=C3)O)F)F)N1CC1CC1)C)C(=C2)OC 4-(2-{5-[(7R)-7-amino-2-azabicyclo[2.2.1]heptane-2-carbonyl]-7-methoxy-1-methyl-1H-1,3-benzodiazol-2-yl}-1-(cyclopropylmethyl)-1H-pyrrolo[2,3-b]pyridin-6-yl)-2,3-difluorophenol